C(C)(C)C=1C=CC(=C2C=NC(=NC12)N)N1[C@@H]([C@H](C1)CS(=O)(=O)C)C 8-isopropyl-5-((2R,3S)-2-methyl-3-((methylsulfonyl)methyl)azetidin-1-yl)quinazolin-2-amine